trans-4-aminocyclohexanol hydrogen chloride Cl.N[C@@H]1CC[C@H](CC1)O